[Al].[Cd].[Ni] nickel-cadmium aluminum